5-bromo-1-methoxybenzo[h]isoquinoline-8-carboxylic acid sodium [Na].BrC1=C2C=CN=C(C2=C2C(=C1)C=C(C=C2)C(=O)O)OC